5-(4-chlorophenyl)-2,3-dimethyl-isoxazol ClC1=CC=C(C=C1)C1=CC(N(O1)C)C